C(C)(C)(C)OC(=O)N[C@@H](C)C(=O)OCC(C)(C)C Neopentyl (tert-butoxycarbonyl)-L-alaninate